OC=1C=C(CN2C(C=CC2=O)=O)C=CC1O (3,4-dihydroxybenzyl)-1H-pyrrole-2,5-dione